C(C)(C)C(COC)(COC)CCC(C)C 2-iso-propyl-2-iso-pentyl-1,3-dimethoxypropane